COC(=O)C=1C=C2C(=NC1)N(N=C2)COCC[Si](C)(C)C methyl-1-[[2-(trimethylsilyl)ethoxy] methyl]pyrazolo[3,4-b]pyridine-5-carboxylate